1-(4-bromophenyl)-3-(2-((tert-butyldimethylsilyl)oxy)ethyl)-3-azabicyclo[3.1.0]hexane BrC1=CC=C(C=C1)C12CN(CC2C1)CCO[Si](C)(C)C(C)(C)C